naphthalene-1,5-dicarbonyl dichloride C1(=CC=CC=2C(=CC=CC12)C(=O)Cl)C(=O)Cl